2-(6-oxo-2-phenyl-5-(5-phenyl-1,2,4-oxadiazole-3-carboxamido)pyrimidin-1(6H)-yl)acetic acid O=C1C(=CN=C(N1CC(=O)O)C1=CC=CC=C1)NC(=O)C1=NOC(=N1)C1=CC=CC=C1